4-(1-cyclopropoxy-1-phenyl-2-((tetrahydro-2H-pyran-2-yl)oxy)ethyl)-6-iodo-2-((1-methylpiperidin-4-yl)oxy)Quinazoline C1(CC1)OC(COC1OCCCC1)(C1=CC=CC=C1)C1=NC(=NC2=CC=C(C=C12)I)OC1CCN(CC1)C